CC1=NNC(=N1)C1CNCCC1 3-(3-methyl-1H-1,2,4-triazol-5-yl)piperidine